FC=1C=C(C=C(C1)F)C(CO)N1C(NN(C1=O)C1=CC=CC=C1)=O 4-(1-(3,5-difluorophenyl)-2-hydroxyethyl)-1-phenyl-1,2,4-triazolidine-3,5-dione